COC(C[C@@H](CC1=C(C=C(C(=C1)F)F)F)N)=O (3R)-3-amino-4-(2,4,5-trifluorophenyl)butanoic acid methyl ester